[Ac].[La] lanthanum-actinium